FC=1C=C(COC2=CC=C(CNC(=O)[C@H]3[NH2+]CCC3)C=C2)C=CC1 (S)-2-((4-((3-fluorobenzyl)oxy)benzyl)carbamoyl)pyrrolidine-1-ium